benzyl (2-(1-methyl-3-(3-neopentyl-4-oxo-3,4-dihydroquinazolin-2-yl)piperidin-2-yl)ethyl)carbamate CN1C(C(CCC1)C1=NC2=CC=CC=C2C(N1CC(C)(C)C)=O)CCNC(OCC1=CC=CC=C1)=O